8-((1R,5S)-3,8-diazabicyclo[3.2.1]octan-3-yl)-1-chloro-3-(5-(difluoromethyl)-1,3,4-thiadiazol-2-yl)-N-(1-methylcyclopropyl)imidazo[1,5-a]pyridine-6-sulfonamide formate C(=O)O.[C@H]12CN(C[C@H](CC1)N2)C=2C=1N(C=C(C2)S(=O)(=O)NC2(CC2)C)C(=NC1Cl)C=1SC(=NN1)C(F)F